C(C)(C)(C)OC(CCC(C(=O)N)N1C(C2=CC=C(C=C2C1C)C1=NC(=C(C(=C1)C)C#N)N)=O)=O.O1C(C=CC=C1)[Si](OC(C1=CC=CC=C1)(C1=CC=CC=C1)C1=CC=CC=C1)(C1OC=CC=C1)C1OC=CC=C1 tripyryl-(triphenylmethoxy)silane tert-butyl-5-amino-4-(5-(6-amino-5-cyano-4-methylpyridin-2-yl)-3-methyl-1-oxoisoindolin-2-yl)-5-oxopentanoate